(1-(aminomethyl) cyclopropyl) carbamate C(N)(OC1(CC1)CN)=O